C(C)OC1=NC(=NC=C1C(=O)O)SC 4-ethoxy-2-(methylsulfanyl)pyrimidine-5-carboxylic acid